N-(2-bromopyridin-4-yl)-N-(2,2-difluoroethyl)-5-fluoro-2-hydrazineylquinazolin-4-amine BrC1=NC=CC(=C1)N(C1=NC(=NC2=CC=CC(=C12)F)NN)CC(F)F